3-ethyl-4-((2-hydroxy-4-((4-((1-hydroxy-2-methoxy-6-methyl-4-oxocyclohexa-2,5-diene-1-carbonyl)oxy)-2,3,5,6-tetramethylbenzoyl)oxy)-3,6-dimethylbenzoyl)oxy)-2,5,6-trimethylbenzoic acid C(C)C=1C(=C(C(=O)O)C(=C(C1OC(C1=C(C(=C(C=C1C)OC(C1=C(C(=C(C(=C1C)C)OC(=O)C1(C(=CC(C=C1C)=O)OC)O)C)C)=O)C)O)=O)C)C)C